1-(3-methoxy-4-(prop-2-yn-1-ylamino)phenyl)phospholane 1-oxide COC=1C=C(C=CC1NCC#C)P1(CCCC1)=O